benzyl N-[1-oxido-2-(trifluoromethyl)pyridin-1-ium-3-yl]carbamate [O-][N+]1=C(C(=CC=C1)NC(OCC1=CC=CC=C1)=O)C(F)(F)F